tert-butyl 4-[4-[4-[5-acetyl-3-[7-(difluoromethyl)-6-(1-methylpyrazol-4-yl)-3,4-dihydro-2H-quinolin-1-yl]-6,7-dihydro-4H-pyrazolo[4,3-c]pyridin-1-yl]cyclohexyl]-1-piperidyl]benzoate C(C)(=O)N1CC2=C(CC1)N(N=C2N2CCCC1=CC(=C(C=C21)C(F)F)C=2C=NN(C2)C)C2CCC(CC2)C2CCN(CC2)C2=CC=C(C(=O)OC(C)(C)C)C=C2